C(C)OC1=C(O[C@H]2CN(CCC2)C2=CN=CC(=N2)NC2=CC=CC(=N2)C2=CC=C(C=C2)NCC(=O)O)C=CC=C1 (R)-(4-(6-((6-(3-(2-Ethoxyphenoxy)piperidin-1-yl)pyrazin-2-yl)amino)pyridin-2-yl)phenyl)glycin